5-chloro-8'-hydroxyspiro[indoline-2,3'-[3H]-naphtho[2,1-b][1,4]oxazine] ClC=1C=C2CC3(C=NC4=C(O3)C=CC3=CC(=CC=C34)O)NC2=CC1